C(N)(=N)C1=CC=C(C=C1)CN(C1=C(C(=NN1C(=O)C1=C(OC=C1)C)C1CN(CCC1C(F)(F)F)C(CN1CCOCC1)=O)OC)C 3-(5-{[(4-Carbamimidoylphenyl)methyl](methyl)amino}-4-methoxy-1-(2-methylfuran-3-carbonyl)-1H-pyrazol-3-yl)-1-[2-(morpholin-4-yl)acetyl]-4-(trifluoromethyl)piperidin